ClC1=CC=C(C=C1)CCC1=NOC(=N1)CN1N=CC(=C(C1=O)OC)C1=CC=NN1C 2-({3-[2-(4-chlorophenyl)ethyl]-1,2,4-oxadiazol-5-yl}methyl)-4-methoxy-5-(1-methyl-1H-pyrazol-5-yl)-2,3-dihydropyridazin-3-one